2-(2-(3,4-dimethoxyphenyl)-3-isopropyl-1H-indol-5-yl)-5-(1-isopropylpiperidin-4-yl)-1,3,4-oxadiazole COC=1C=C(C=CC1OC)C=1NC2=CC=C(C=C2C1C(C)C)C=1OC(=NN1)C1CCN(CC1)C(C)C